R-(1-(4-amino-7-(1-ethyl-5-methyl-6-oxo-1,6-dihydropyridin-3-yl)pyrrolo[2,1-f][1,2,4]triazin-5-yl)piperidin-3-yl)carbamate NC1=NC=NN2C1=C(C=C2C2=CN(C(C(=C2)C)=O)CC)N2C[C@@H](CCC2)NC([O-])=O